(3,6-di-tert-butyl-fluorenyl)-tert-butylamino-dimethyl-titanium C(C)(C)(C)C=1C=C(C=2CC3=CC=C(C=C3C2C1)C(C)(C)C)[Ti](C)(C)NC(C)(C)C